C1(CCC1)OC=1C=C2C(=NNC(C2=CC1)=O)CC1=CC(=C(C=C1)F)C(=O)N1C2CN(C(C1)CC2)C2=NC=C(C=N2)C(F)(F)F 6-cyclobutoxy-4-(4-fluoro-3-(5-(5-(trifluoromethyl)pyrimidin-2-yl)-2,5-diazabicyclo[2.2.2]octane-2-carbonyl)benzyl)phthalazin-1(2H)-one